N-(3-ethyl-1H-pyrazol-5-yl)-4-morpholinopyrido[3',2':4,5]furo[3,2-d]pyrimidin-2-amine hydrochloride Cl.C(C)C1=NNC(=C1)NC=1N=C(C2=C(N1)C1=C(O2)N=CC=C1)N1CCOCC1